NC1=C2C(=NC(=N1)Cl)N(N=C2)CC=2C=CC(=C(OCC=1C=C(C=CC1)CO)C2)OC (3-((5-((4-amino-6-chloro-pyrazolo[3,4-d]pyrimidin-1-yl)methyl)-2-methoxy-phenoxy)methyl)phenyl)methanol